tri(isoheptyl) cyclohexane-1,2,4-tripropionate C1(C(CC(CC1)CCC(=O)OCCCCC(C)C)CCC(=O)OCCCCC(C)C)CCC(=O)OCCCCC(C)C